CN(C1=CC=CC2=CC=CC=C12)C dimethyl-1-naphthylamine